NC(CC(=O)O)C(NC(C(OC(C)C)=O)CCCC)=O 3-amino-3-{[1-oxo-1-(propan-2-yloxy)hex-2-yl]carbamoyl}propanoic acid